C1(CC1)N1N=CC(=C1)[C@H]1CN(CCO1)C=1C=C(C=2N(N1)C(C(=C(N2)C)C)=O)C21CC(C2)(C1)C(F)(F)F 7-[(2S)-2-(1-cyclopropylpyrazol-4-yl)morpholin-4-yl]-2,3-dimethyl-9-[3-(trifluoromethyl)-1-bicyclo[1.1.1]pentanyl]pyrimido[1,2-b]pyridazin-4-one